ClC=1C=C(C=CC1)C1=CC(=C(C(=C1)C#N)O)C(CCC(=O)O)=O 4-(3'-Chloro-5-cyano-4-hydroxy-biphenyl-3-yl)-4-oxo-butyric acid